COC1=CC=C(C=C1)C(OC[C@@H](CO[Si](C1=CC=CC=C1)(C1=CC=CC=C1)C(C)(C)C)O)(C1=CC=CC=C1)C1=CC=C(C=C1)OC (S)-1-[bis(4-methoxyphenyl)(phenyl)methoxy]-3-[(tert-butyldiphenylsilyl)oxy]propan-2-ol